3-hexyl-4,4-dimethyl-5-((4-methylquinolin-2-yl)methyl)-4,5-dihydroisoxazole C(CCCCC)C1=NOC(C1(C)C)CC1=NC2=CC=CC=C2C(=C1)C